CC1(OB(OC1(C)C)\C=C\CC1=CC=CC=C1)C 4,4,5,5-tetramethyl-2-[(E)-3-phenylprop-1-enyl]-1,3,2-dioxaborolane